ethyl 5-((benzo[d][1,3]dioxol-4-ylmethyl)amino)-8-phenylimidazo[1,5-c]pyrimidine-1-carboxylate O1COC2=C1C=CC=C2CNC2=NC=C(C=1N2C=NC1C(=O)OCC)C1=CC=CC=C1